FC(OC1=NC=CC(=C1)C1=NC(=NO1)[C@@H]1C(C12CCN(CC2)S(=O)(=O)N)(F)F)F (2R)-2-{5-[2-(difluoromethoxy)pyridin-4-yl]-1,2,4-oxadiazol-3-yl}-1,1-difluoro-6-azaspiro[2.5]octane-6-sulfonamide